FC(C(C(F)(F)F)(F)F)(F)OCCOCCOCCOCCOCCO pentaethylene glycol perfluoropropyl ether